5-(1-benzyl-1H-pyrazol-4-yl)-4-(3-chlorophenyl)-1-methyl-pyridin-2(1H)-one C(C1=CC=CC=C1)N1N=CC(=C1)C=1C(=CC(N(C1)C)=O)C1=CC(=CC=C1)Cl